C1([C@@H](O)[C@H](O)[C@H](O)[C@@H](O1)C)CC(C)=O fucosylacetoN